tert-Butyl 4-(3-Chloro-4-formyl-1H-pyrazol-1-yl)piperidine-1-carboxylate ClC1=NN(C=C1C=O)C1CCN(CC1)C(=O)OC(C)(C)C